NC1=C(C=CC=C1)N1C(CCCC1=O)=O 1-(2-aminophenyl)piperidine-2,6-dione